N-[4-[4-cyano-2-(3,3-difluoroazetidine-1-carbonyl)-6-fluorophenyl]-6-propan-2-yloxypyridin-2-yl]-1-cyclopropyl-2-oxo-5-[[[(2S)-oxolan-2-yl]methylamino]methyl]pyridine-3-carboxamide C(#N)C1=CC(=C(C(=C1)F)C1=CC(=NC(=C1)OC(C)C)NC(=O)C=1C(N(C=C(C1)CNC[C@H]1OCCC1)C1CC1)=O)C(=O)N1CC(C1)(F)F